4-chloro-7-fluoro-1H-indole-2-carboxylic acid ClC1=C2C=C(NC2=C(C=C1)F)C(=O)O